C(CCCCCCCCCCCCCCCCCCC)OC1=CC=CC=C1 eicosylphenyl ether